1-(2-(6,7-Dichloro-3-(4-chlorophenylamino)-9H-carbazol-1-yl)ethyl)thiourea ClC=1C=C2C=3C=C(C=C(C3NC2=CC1Cl)CCNC(=S)N)NC1=CC=C(C=C1)Cl